OC[C@H](OCCNC(=O)C1=CC2=C(N(C(=N2)NC=2SC3=C(N2)C=CC(=C3)OC(F)(F)F)C)C=C1)C 1-Methyl-2-(6-trifluoromethoxy-benzothiazol-2-ylamino)-1H-benzoimidazole-5-carboxylic acid [2-((R)-2-hydroxy-1-methyl-ethoxy)-ethyl]-amide